Allyl (6aS)-3-(benzyloxy)-6-hydroxy-2-methoxy-8-(4-methoxy-phenyl)-12-oxo-6,6a,9,10-tetrahydrobenzo[e]pyrido[1,2-a][1,4]diazepine-5(12H)-carboxylate C(C1=CC=CC=C1)OC=1C(=CC2=C(N(C([C@H]3N(C2=O)CCC(=C3)C3=CC=C(C=C3)OC)O)C(=O)OCC=C)C1)OC